O[C@H](C(=O)NC=1SC(=C(N1)C)C(=O)OC(C)(C)C)CNC1=NC=CC2=CC=C(C=C12)C tert-Butyl (S)-2-(2-hydroxy-3-((7-methylisoquinolin-1-yl)amino)propanamido)-4-methylthiazole-5-carboxylate